N,7-dibenzyl-1-isobutyl-4-(methoxycarbonyl)octahydro-3aH-3,6-methanopyrrolo[3,2-b]pyridine-3a-carboxamide C(C1=CC=CC=C1)NC(=O)C12N(CC3C(C1N(CC2C3)CC(C)C)CC3=CC=CC=C3)C(=O)OC